NCCCN(CCCNC(OC(C)(C)C)=O)CC1CCCCC1 tert-butyl (3-((3-aminopropyl)(cyclohexylmethyl)amino)propyl)carbamate